C(C1=CC=CC=C1)OCC1CCC(CC1)C1=NC2=C(N1C)C=C(C(=C2)C(=O)OC)Br methyl 2-[4-(benzyloxymethyl)cyclohexyl]-6-bromo-1-methyl-benzimidazole-5-carboxylate